C1(CC1)CN1C(=CC=2C1=NC(=CC2)N2CCC(CC2)S(=O)(=O)C)C2=NN1C(C=CC(=C1)C(=O)N1C3CCC(C1)[C@H]3N)=C2C (7R)-2-{2-[1-(Cyclopropylmethyl)-6-(4-methanesulfonylpiperidin-1-yl)-1H-pyrrolo[2,3-b]pyridin-2-yl]-3-methylpyrazolo[1,5-a]pyridine-6-carbonyl}-2-azabicyclo[2.2.1]heptan-7-amine